NC1=NC(N(C=C1)[C@H]1[C@H]([C@H](O)[C@H](O1)CO)C#N)=O 4-amino-1-(2-cyano-2-deoxy-β-D-arabinofuranosyl)-2(1H)-pyrimidinone